FC(S(=O)(=O)[O-])(F)F.C1(=CC=CC=C1)[S+](C1=CC=C(C=C1)SC1=CC=CC=C1)C1=CC=CC=C1 diphenyl-4-(phenylthio)phenylsulfonium trifluoromethanesulfonate